N1=[13C]([13CH3])[13C](O)=[13C](CO)C(CO)=C1 pyridoxine-13C4